3-chloro-N-(2,4-dichloro-6-(2-(thien-2-ylmethylene)hydrazine-1-carbonyl)phenyl)-5-(trifluoromethyl)picolinamide ClC=1C(=NC=C(C1)C(F)(F)F)C(=O)NC1=C(C=C(C=C1C(=O)NN=CC=1SC=CC1)Cl)Cl